6-chloro-N-(8-fluoro-7-methoxy-2-methyl-imidazo[1,2-a]pyridin-6-yl)thieno[2,3-b]pyridine-2-carboxamide ClC1=CC=C2C(=N1)SC(=C2)C(=O)NC=2C(=C(C=1N(C2)C=C(N1)C)F)OC